[OH-].[Fe+2].[Fe+2].N1C=CC=2C1=NC=CC2C=2SC=CC2.[OH-].[OH-].[OH-] 2-(1H-pyrrolo[2,3-b]pyridin-4-yl)thiophen iron-iron hydroxide